C1CC12CN(CC2)[C@@H](C)C2=CC(=NC(=N2)C2CC2)C(=O)NC2=CC(=CC=C2)C2(COC2)CC2=NN=CN2C (S)-6-(1-(5-azaspiro[2.4]heptan-5-yl)ethyl)-2-cyclopropyl-N-(3-(3-((4-methyl-4H-1,2,4-triazol-3-yl)methyl)oxetan-3-yl)phenyl)pyrimidine-4-carboxamide